FC1=CC(=C(C(=O)[O-])C=C1)I 4-Fluoro-2-iodobenzoate